(5-(4-(trifluoromethyl)phenyl)-1,3,4-oxadiazol-2-yl)methanone FC(C1=CC=C(C=C1)C1=NN=C(O1)C=O)(F)F